didodecylamide acetate C(C)(=O)[O-].C(CCCCCCCCCCC)[N-]CCCCCCCCCCCC